C(C)(C)(C)N1N=CC(=C1)C(=O)NCC1=NC(=NO1)C1=CC(=C2C=CN(C2=C1)CC(F)(F)F)NC1CCN(CC1)C 1-tert-butyl-N-[[3-[4-[(1-methyl-4-piperidyl)amino]-1-(2,2,2-trifluoroethyl)indol-6-yl]-1,2,4-oxadiazol-5-yl]methyl]pyrazole-4-carboxamide